C(C)(C)(C)OC(=O)N(S(=O)(=O)C=1C=C2CN(C(C2=CC1)OC)C(=O)OC(C)(C)C)C tert-Butyl 5-(N-(tert-butoxycarbonyl)-N-methylsulfamoyl)-1-methoxyisoindoline-2-carboxylate